CC1=CC=C(C=C1)C=1C=2N(C=3C=CC=CC3N1)C1=CC=CC=C1C2 6-(4-methylphenyl)indolo[1,2-a]quinoxaline